OC1[C@@H](O)[C@H](O)[C@H](O)[C@@H](O1)C fucopyranose